1-Allyl-5-(1H-benzimidazol-2-yl)pyrazol-3-amine C(C=C)N1N=C(C=C1C1=NC2=C(N1)C=CC=C2)N